FC1=C(C=CC(=C1)[N+](=O)[O-])C(=O)N1CCN(CC1)C1CC1 (2-fluoro-4-nitrophenyl)(4-cyclopropylpiperazin-1-yl)methanone